(R)-N-(3-(2-((6-(1H-imidazol-1-yl)pyridin-3-yl)amino)-5-fluoropyrimidin-4-yl)-1H-indol-7-yl)-3-methoxy-2-(4-methylpiperazin-1-yl)propanamide N1(C=NC=C1)C1=CC=C(C=N1)NC1=NC=C(C(=N1)C1=CNC2=C(C=CC=C12)NC([C@@H](COC)N1CCN(CC1)C)=O)F